3,5-di-t-butyl-4-hydroxybenzylmercapto-octylacetate C(C)(C)(C)C=1C=C(CSC(C(=O)[O-])CCCCCCCC)C=C(C1O)C(C)(C)C